FC([C@@H](C)N1N=NC2=C1C=C(C=C2)C=2C=CN1N=C(N=C(C12)OC)N[C@@H]1[C@H](CN(CC1)C1COC1)F)F 5-(1-((R)-1,1-difluoropropan-2-yl)-1H-benzo[d][1,2,3]triazol-6-yl)-N-((3S,4S)-3-fluoro-1-(oxetan-3-yl)piperidin-4-yl)-4-methoxypyrrolo[2,1-f][1,2,4]triazin-2-amine